C(#N)[C@@H](NC(C1=CC=C(C=C1)C1=NC(=NC=C1C)NC=1C=NN(C1)CCO)=O)C1CC1 (S)-N-(cyano(cyclopropyl)methyl)-4-(2-((1-(2-hydroxyethyl)-1H-pyrazol-4-yl)amino)-5-methylpyrimidin-4-yl)benzamide